[Cs+].C(C=C)(=O)[O-] 2-propenoic acid, cesium salt